(6S*)-6-[2-Chloro-3-(4-fluoro-anilino)phenyl]-2-imino-6-methyl-3-(tetrahydropyran-4-ylmethyl)hexahydropyrimidin-4-one ClC1=C(C=CC=C1NC1=CC=C(C=C1)F)[C@@]1(CC(N(C(N1)=N)CC1CCOCC1)=O)C |o1:15|